2-(cyclobutylmethoxy)-1,3-difluoro-5-nitrobenzene C1(CCC1)COC1=C(C=C(C=C1F)[N+](=O)[O-])F